4-((3-chloro-4-fluorophenyl)amino)-6-methyl-1H-indole ClC=1C=C(C=CC1F)NC1=C2C=CNC2=CC(=C1)C